NC1=NC(=CC(=N1)C=1C(=C(C#N)C=CC1)C)C1=CC(N(C=C1)CC1=CC(=CC=C1)C#N)=O 3-(2-amino-6-(1-(3-cyanobenzyl)-2-oxo-1,2-dihydropyridin-4-yl)pyrimidin-4-yl)-2-methylbenzonitrile